NC=1C(=NON1)C1=NC2=C(N1CC1=CC=C(N=N1)C#N)C=CC=C2F 6-((2-(4-amino-1,2,5-oxadiazol-3-yl)-4-fluoro-benzimidazol-1-yl)methyl)pyridazine-3-carbonitrile